C(#N)C1=C(C=C(C=C1)NC(=O)N1CCN(CC1)C1=NC(=NC=C1)NC1=CC=C(C=C1)N1CCOCC1)F N-(4-cyano-3-fluorophenyl)-4-(2-{[4-(morpholin-4-yl)phenyl]amino}pyrimidin-4-yl)piperazine-1-carboxamide